3-(2-chloro-4'-((S)-1-methyl-2-oxopiperidin-3-yl)-[1,1'-biphenyl]-3-yl)piperidine-2,6-dione ClC1=C(C=CC=C1C1C(NC(CC1)=O)=O)C1=CC=C(C=C1)[C@H]1C(N(CCC1)C)=O